N-{[3-amino-4-(4-cyano-1-methyl-1H-pyrazol-5-yl)phenyl]methyl}-N-(4-fluoro-2-methanesulfonylphenyl)-6-(trifluoromethyl)pyridine-3-carboxamide NC=1C=C(C=CC1C1=C(C=NN1C)C#N)CN(C(=O)C=1C=NC(=CC1)C(F)(F)F)C1=C(C=C(C=C1)F)S(=O)(=O)C